NC1=C(C(=CC=C1)C=CC=1C(=CC=CC1)S(=O)(=O)O)S(=O)(=O)O amino-stilbene-2,2'-disulfonic acid